COCOCCCC(CC(CC(CC(CC(CC(C)I)C)C)C)C)C 14-iodo-4,6,8,10,12-pentamethylpentadecyl methoxymethyl ether